(S)-5-(2,3-dichloro-4-(N-(1,1,1-trifluoropropan-2-yl)sulfamoyl)phenyl)-4-(4-fluoropiperidine-1-carbonyl)-N'-hydroxythiazole-2-carboximidamide ClC1=C(C=CC(=C1Cl)S(N[C@H](C(F)(F)F)C)(=O)=O)C1=C(N=C(S1)C(N)=NO)C(=O)N1CCC(CC1)F